(hept-2-yl)(methyl)amine CC(CCCCC)NC